N5-(2-methoxy-4-(4-(4-methylpiperazin-1-yl)piperidin-1-yl)phenyl)-2-methyl-N7-(1-(methylsulfonyl)indolin-7-yl)-2H-pyrazolo[4,3-d]pyrimidine-5,7-diamine COC1=C(C=CC(=C1)N1CCC(CC1)N1CCN(CC1)C)NC=1N=C(C=2C(N1)=CN(N2)C)NC=2C=CC=C1CCN(C21)S(=O)(=O)C